N-(1-(thien-2-ylsulfonyl)-1,2,3,4-tetrahydroquinolin-6-yl)-1-(p-tolyl)methanesulfonamide S1C(=CC=C1)S(=O)(=O)N1CCCC2=CC(=CC=C12)NS(=O)(=O)CC1=CC=C(C=C1)C